(R)-N-(5-cyclopropyl-6-(4-ethynyl-2-hydroxyphenyl)pyridazin-3-yl)-3-hydroxybutyramide C1(CC1)C=1C=C(N=NC1C1=C(C=C(C=C1)C#C)O)NC(C[C@@H](C)O)=O